tert-butyl 3-(4-((methylsulfonyl)oxy)butyl)piperidine-1-carboxylate CS(=O)(=O)OCCCCC1CN(CCC1)C(=O)OC(C)(C)C